1-methyl-1-(4-oxocyclohexyl)urea CN(C(=O)N)C1CCC(CC1)=O